C(#N)C1(CN(C1)C=1C2=C(N=C(N1)C1=C(C(=CC(=C1Cl)OC)OC)Cl)C=NC(=C2)N[C@H]2[C@H](COC2)NC(C=C)=O)C N-((3R,4S)-4-((4-(3-cyano-3-methylazetidin-1-yl)-2-(2,6-dichloro-3,5-dimethoxyphenyl)pyrido[3,4-d]pyrimidin-6-yl)amino)tetrahydrofuran-3-yl)acrylamide